methyl 5-(13,13-dimethyl-6,11-dioxo-12-oxa-2,5,10-triazatetradecyl)-4-meth-oxypicolinate CC(OC(NCCCC(NCCNCC=1C(=CC(=NC1)C(=O)OC)OC)=O)=O)(C)C